NS(=O)(=O)C1=CC=C(C=C1)CCC(=O)O 3-[4-(AMINOSULFONYL)PHENYL]PROPANOIC ACID